1-(((4-Bromophenyl)sulfonyl)piperidin-4-yl)-4-((tetrahydrofuran-3-yl)oxy)-5-(trifluoromethyl)pyrimidin-2-amine BrC1=CC=C(C=C1)S(=O)(=O)N1CCC(CC1)N1C(N=C(C(=C1)C(F)(F)F)OC1COCC1)N